C(C1=CC=CC=C1)C1=C(C=NN1CCNC(OC(C)(C)C)=O)C(=O)N1CCC(CC1)(O)CN1C=NC2=CC(=CC=C2C1=O)NC(CCN(C)C)=O tert-butyl 2-(5-benzyl-4-(4-((7-(3-(dimethylamino)propanamido)-4-oxoquinazolin-3(4H)-yl)methyl)-4-hydroxypiperidine-1-carbonyl)-1H-pyrazol-1-yl)ethylcarbamate